[Cl-].[Cl-].CC1=C(C(=C(C1(C)[Zr+2]C1C(=CC2=CC=CC=C12)CC(C)C)C)C)C (Pentamethylcyclopentadienyl)(2-isobutylindenyl)zirconium dichloride